(1S,2'S,6'S)-6-ethyl-2'-methyl-6'-(1-methyl-1H-1,2,3-triazol-4-yl)spiro[isochroman-1,4'-piperidine] C(C)C=1C=C2CCO[C@]3(C[C@@H](N[C@@H](C3)C=3N=NN(C3)C)C)C2=CC1